N[C@H]1[C@@H]2N(C[C@H]1CC2)C(=O)C2=CC1=C(N(C(=N1)C=1N(C3=CC(=CC=C3C1)C=1C(=C(C(=O)O)C(=CC1)F)F)CC1CC1)C)C(=C2)OC 3-(2-{5-[(1R,4R,7R)-7-amino-2-azabicyclo[2.2.1]heptane-2-carbonyl]-7-methoxy-1-methyl-1H-1,3-benzodiazol-2-yl}-1-(cyclopropylmethyl)-1H-indol-6-yl)-2,6-difluorobenzoic acid